(R)-3-cyclopentyl-3-(4-(5-methyl-2-((1-(tetrahydro-2H-pyran-4-yl)-1H-pyrazol-4-yl)amino)pyrimidin-4-yl)-1H-pyrazol-1-yl)propanenitrile C1(CCCC1)[C@@H](CC#N)N1N=CC(=C1)C1=NC(=NC=C1C)NC=1C=NN(C1)C1CCOCC1